1-(4,6-bis((3-(trifluoromethyl)phenyl)amino)-1,3,5-triazin-2-yl)pyrrolidin-3-ol FC(C=1C=C(C=CC1)NC1=NC(=NC(=N1)NC1=CC(=CC=C1)C(F)(F)F)N1CC(CC1)O)(F)F